ClC=1C=C(OCC[C@H](C(=O)O)C)C=CC1C=1N(C2=NC=NC(=C2N1)OC1(CC1)C)CC1=CC(=C(C=C1)F)Cl |r| (racemic)-4-(3-chloro-4-(9-(3-chloro-4-fluorobenzyl)-6-(1-methylcyclopropoxy)-9H-purin-8-yl)phenoxy)-2-methylbutanoic acid